C(C1=CC=CC=C1)O[C@@H]1C[C@@H]2[C@@H](OCCN2)C1 |r| rac-(4aR,6R,7aS)-6-benzyloxy-2,3,4,4a,5,6,7,7a-octahydrocyclopenta[b][1,4]oxazine